NC(C(C(CC1=CC=CC=C1)NC(=O)N1C2=CC=CC=C2OC=2C=CC=CC12)=O)=O N-(4-amino-3,4-dioxo-1-phenylbutan-2-yl)-10H-phenoxazine-10-carboxamide